3-(4-(1-((4-fluoro-[1,4'-bipiperidin]-4-yl)methyl)piperidin-4-yl)-3-methyl-2-oxo-2,3-dihydro-1H-benzo[d]imidazol-1-yl)piperidine-2,6-dione FC1(CCN(CC1)C1CCNCC1)CN1CCC(CC1)C1=CC=CC=2N(C(N(C21)C)=O)C2C(NC(CC2)=O)=O